N-propyl carbamate CCCOC(=O)N